C(C(C)C)(=O)N1[C@H]([C@H](CC1)NS(=O)(=O)C)CC=1C=C(C=CC1)C1=CC(=CC=C1)OC N-(cis-1-isobutyryl-2-((3'-methoxybiphenyl-3-yl)methyl)pyrrolidin-3-yl)methanesulfonamide